C1(CC1)C1=C(C(=NO1)C1=C(C=CC=C1Cl)Cl)CO[C@H]1[C@@H]2CN([C@H](C1)C2)C=2SC1=C(N2)C=CC(=C1)C(=O)OC Methyl 2-((1S,4S,5R)-5-((5-cyclopropyl-3-(2,6-dichlorophenyl)isoxazol-4-yl) methoxy)-2-azabicyclo[2.2.1]heptan-2-yl)benzo[d]thiazole-6-carboxylate